C(C1=CC=CC=C1)N1CC(NCC1)CO 1-benzyl-3-hydroxymethyl-piperazine